(E)-N-(2,6-dichloro-9H-purin-9-yl)-1-(m-tolyl)methanimine ClC1=NC(=C2N=CN(C2=N1)/N=C/C=1C=C(C=CC1)C)Cl